3-amino-N-[(6S)-2-[(3R,4S)-3-amino-4-(propan-2-yloxy)pyrrolidin-1-yl]-5,6,7,8-tetrahydroquinolin-6-yl]-6-methylthieno[2,3-b]pyridine-2-carboxamide NC1=C(SC2=NC(=CC=C21)C)C(=O)N[C@@H]2CC=1C=CC(=NC1CC2)N2C[C@H]([C@H](C2)OC(C)C)N